3a-hydroxy-7b-dansyl-5b-cholanoate O[C@H]1C[C@H]2C[C@@H]([C@H]3[C@@H]4CC[C@H]([C@@H](CCC(=O)[O-])C)[C@]4(CC[C@@H]3[C@]2(CC1)C)C)S(=O)(=O)C1=CC=CC=2C(N(C)C)=CC=CC12